N1(CCC1)C1=NC(=CC=N1)CCCCCCCCCCCCCCCC azetidin-1-yl-6-hexadecylpyrimidine